1,4-bis[(3,4-dicarboxyphenyl)benzoyl]benzene C(=O)(O)C=1C=C(C=CC1C(=O)O)C1=C(C(=O)C2=CC=C(C=C2)C(C2=C(C=CC=C2)C2=CC(=C(C=C2)C(=O)O)C(=O)O)=O)C=CC=C1